S1C(SCC1)=N 1,3-dithiacyclopentane-2-imine